C(C(=C)C)(=O)OC1CCOC1=O 5-oxotetrahydrofuran-4-yl methacrylate